4-[1-(3,4-difluorophenyl)-6-fluoro-4-hydroxy-2-(3,3,4,5,5-pentadeuteriotetrahydropyran-4-yl)indol-3-yl]benzoic acid FC=1C=C(C=CC1F)N1C(=C(C2=C(C=C(C=C12)F)O)C1=CC=C(C(=O)O)C=C1)C1(C(COCC1([2H])[2H])([2H])[2H])[2H]